OC(COC(C(=C)C)=O)C.OCCC=C(C(=O)O)C (hydroxyethyl methacrylate) beta-hydroxypropyl-methacrylate